FC1CC(C1)(C1=NN=CN1C)C=1C=C(C=CC1)C1=COC2=C(C=C(C=C2C1=O)CN1C[C@H](CCC1)C)C 3-(3-(trans-3-fluoro-1-(4-methyl-4H-1,2,4-triazol-3-yl)cyclobutyl)phenyl)-8-methyl-6-(((S)-3-methylpiperidin-1-yl)methyl)-4H-chromen-4-one